CC1(CN(CCN1C(=O)C1=CNC(C=C1)=O)C(C(=O)NC1=NC=C(N=C1)OC1=C(C=C(C(=C1)F)F)F)C)C 2-(3,3-dimethyl-4-(6-oxo-1,6-dihydropyridine-3-carbonyl)piperazin-1-yl)-N-(5-(2,4,5-trifluorophenoxy)pyrazin-2-yl)propanamid